5-carbamoyl-4-(6-(2,5-difluorophenyl)-6-(1-methyl-2-oxo-1,2-dihydropyridin-3-yl)hex-1,3-diyn-1-yl)-1H-pyrrole C(N)(=O)C1=C(C=CN1)C#CC#CCC(C=1C(N(C=CC1)C)=O)C1=C(C=CC(=C1)F)F